C(C)OC(=O)C=1C(N(C(=C(C1)SC)N)C1=CC=C(C=C1)F)=O 6-amino-1-(4-fluorophenyl)-5-(methylthio)-2-oxo-1,2-dihydropyridine-3-carboxylic acid ethyl ester